(S)-2-(((benzyloxy)carbonyl)amino)-4-((tert-butoxycarbonyl)amino)butanoic acid C(C1=CC=CC=C1)OC(=O)N[C@H](C(=O)O)CCNC(=O)OC(C)(C)C